(8R,9aS)-3-(aminomethyl)-8-(2,3-dichloro-6-hydroxyphenyl)-hexahydro-1H-pyrido[2,1-c][1,4]oxazin-4-one NCC1C(N2[C@H](CO1)C[C@@H](CC2)C2=C(C(=CC=C2O)Cl)Cl)=O